11,12-didehydro-gamma-oxo-dibenzo[b,f]Azocine-5(6H)-butyric acid O=C(CCC(=O)O)N1C2=C(C#CC3=C(C1)C=CC=C3)C=CC=C2